(R)-4-(4-((1-((1-(hydroxymethyl)cyclopentyl)methyl)-3-(3-(2-hydroxypropan-2-yl)pyrrolidin-1-yl)-1H-pyrazolo[4,3-c]pyridin-6-yl)amino)pyrimidin-2-yl)-1-methyl-1H-pyrazol-5-ol OCC1(CCCC1)CN1N=C(C=2C=NC(=CC21)NC2=NC(=NC=C2)C=2C=NN(C2O)C)N2C[C@@H](CC2)C(C)(C)O